2-methylpropan-2-yl 3-(6-amino-1,2-diazin-3-yl)-2,5-dihydro-1H-pyrrole-1-carboxylate NC1=CC=C(N=N1)C=1CN(CC1)C(=O)OC(C)(C)C